((2,5-dibromothiophene-3-yl)methyl)dimethyl-ammonium BrC=1SC(=CC1C[NH+](C)C)Br